2'-(3-fluoro-4-(trifluoromethyl)benzyl)-1'-oxo-6'-(2-propionylphenyl)-1',4'-dihydro-2'H-spiro[cyclopentane-1,3'-isoquinoline]-4'-carboxylic acid FC=1C=C(CN2C(C3=CC=C(C=C3C(C23CCCC3)C(=O)O)C3=C(C=CC=C3)C(CC)=O)=O)C=CC1C(F)(F)F